C(C1=CC=CC=C1)C1(C(C=CC=C1)(N1CCOCC1)C(CCC)=O)N(C)C 2-benzyl-2-dimethylamino-1-morpholinophenyl-butan-1-one